C(C)(C)(C)N(C(O)=O)C(CN1N=CC(=C1)C=1C=NC(=CC1OC)Cl)(C)C.[N+](=O)([O-])C1=C(C=CC=C1)C(NCC1=CC(=CC(=C1)OC)OC)=S 2-nitro-N-(3,5-dimethoxybenzyl)benzenethioamide tert-butyl-(1-(4-(6-chloro-4-methoxypyridin-3-yl)-1H-pyrazol-1-yl)-2-methylpropan-2-yl)carbamate